(1SR,2SR)-methyl 2-(3-(tert-butyl(methyl)carbamoyl)-1-(3,5-difluorophenyl)-7-methoxy-1,4-dihydrochromeno[4,3-c]pyrazol-8-yl)cyclopropanecarboxylate C(C)(C)(C)N(C(=O)C=1C2=C(N(N1)C1=CC(=CC(=C1)F)F)C=1C=C(C(=CC1OC2)OC)[C@@H]2[C@H](C2)C(=O)OC)C |r|